C1(CC1)C1=NC=C(C(=O)NC=2C=C3C(=NC=NC3=CC2OC)C=2C(=NN(C2)CC(F)F)C2=CC=CC=C2)C=C1 6-cyclopropyl-N-(4-(1-(2,2-difluoroethyl)-3-phenyl-1H-pyrazol-4-yl)-7-methoxyquinazolin-6-yl)nicotinamide